O=C1CCC(C12CCN(CC2)C=2SC=CC2C=O)=O 2-(1,4-dioxo-8-azaspiro[4.5]decane-8-yl)thiophene-3-carbaldehyde